(R)-Methyl-3-pyridinemethanamine CC1=NC=CC=C1CN